C12(CC1)CC=1N(N=CC1N)C2 spiro[4,6-dihydropyrrolo[1,2-b]pyrazole-5,1'-cyclopropane]-3-amine